CC1=C(C=CC=C1C)C1CC(C1)N(C(=O)C1CC2(C1)NC(OC2)=O)C (2s,4s)-N-((1r,3r)-3-(2,3-dimethylphenyl)cyclobutyl)-N-methyl-6-oxo-7-oxa-5-azaspiro[3.4]octane-2-carboxamide